ClC=1N=C(C2=C(N1)C(=CO2)C)N(C(OC(C)(C)C)=O)CC=2SC=CN2 tert-butyl N-{2-chloro-7-methylfuro[3,2-d]pyrimidin-4-yl}-N-(1,3-thiazol-2-ylmethyl)carbamate